Oxydiphthalic Anhydride C1=CC2=C(C(=C1)OC3=CC=CC4=C3C(=O)OC4=O)C(=O)OC2=O